ClC=1C=CC(=C(N)C1)N1CCC(CC1)C 5-chloro-2-(4-methylpiperidin-1-yl)aniline